BrC=1C=NN(C1)[C@H](CC(=O)OCC)C1CCCC1 ethyl (R)-3-(4-bromo-1H-pyrazol-1-yl)-3-cyclopentylpropionate